C(C1=CC=CC=C1)OC=1C(=C(C(=CC1F)[N+](=O)[O-])NC=1C=NC(=NC1)N1CCC(CC1)(C)C)F N-(3-(benzyloxy)-2,4-difluoro-6-nitrophenyl)-2-(4,4-dimethylpiperidin-1-yl)pyrimidin-5-amine